N-((1-(tert-butyl)-1H-tetrazol-5-yl)methyl)-N-methylaniline C(C)(C)(C)N1N=NN=C1CN(C1=CC=CC=C1)C